O1COC2=C1C=C1C=CC3(C1=C2)CCC(CC3)C(=O)O spiro[cyclohexane-1,5'-indeno[5,6-d][1,3]dioxole]-4-carboxylic acid